1-((2S,4R)-4-((4-(1-(2-aminoethyl)-1H-pyrazol-4-yl)phenyl)amino)-2-methyl-3,4-dihydroquinolin-1(2H)-yl)propan-1-one hydrochloride Cl.NCCN1N=CC(=C1)C1=CC=C(C=C1)N[C@@H]1C[C@@H](N(C2=CC=CC=C12)C(CC)=O)C